NC1=NC(=CC(=C1)N[C@@](CO)(CCCC)C)CC1=CC=C(C=C1)C(=O)N1CCN(CC1)C (R)-2-amino-4-((1-hydroxy-2-methylhexan-2-yl)amino)-6-(4-(4-methylpiperazine-1-carbonyl)benzyl)Pyridin